FC(OC1=C(C=C(C=C1)C=1CCSC2=C(C1C1=CC=C(C=C1)O[C@@H]1CN(CC1)CCCF)C=CC(=C2)O)F)F 4-[4-(difluoromethoxy)-3-fluoro-phenyl]-5-[4-[(3S)-1-(3-fluoropropyl)pyrrolidin-3-yl]oxyphenyl]-2,3-dihydro-1-benzothiepin-8-ol